C(C)(C)(C)OC(=O)N1C[C@H](CC1)C(C(=O)OC(C)(C)C)OC1=CC(=CC=C1)N (3S)-3-[1-(3-aminophenoxy)-2-tert-butoxy-2-oxoethyl]pyrrolidine-1-carboxylic acid tert-butyl ester